6-(octyloxy)-N-(prop-2-yn-1-yl)hexan-1-amine C(CCCCCCC)OCCCCCCNCC#C